[Si](C)(C)(C(C)(C)C)OCCCN1NC=CC1[N+](=O)[O-] 2-((tert-butyldimethylsilyloxy)propyl)-3-nitro-1H-pyrazole